C(C)(C)(C)OC(=O)N1[C@@H](C[C@H](C1)O)C=1NC(=CN1)CC1=C(C=CC=C1)C(F)(F)F (2S,4R)-4-hydroxy-2-[5-[[2-(trifluoromethyl)phenyl]methyl]-1H-imidazol-2-yl]pyrrolidine-1-carboxylic acid tert-butyl ester